F[C@H]1C[C@H](N2N=C(N=C21)[C@](F)([2H])C2CC2)C2=CC=CC=C2 |&1:9| (5S,7S)-7-fluoro-5-phenyl-2-[rac-(S)-cyclopropyl-deuterio-fluoro-methyl]-6,7-dihydro-5H-pyrrolo[1,2-b][1,2,4]triazole